2-methyl-hydroxy-propanediol CC(C(O)(O)O)C